3-[6-[(3,3-dimethyl-2H-benzofuran-5-yl)oxy]-3-pyridinyl]-5,5-dimethyl-imidazolidine-2,4-dione CC1(COC2=C1C=C(C=C2)OC2=CC=C(C=N2)N2C(NC(C2=O)(C)C)=O)C